O(C1=CC=CC=C1)C1=C(C=CC=C1)C1=CC(=NN1)C(=O)N1[C@H]2CN([C@@H](C1)C2)C#N (1R,4R)-5-(5-(2-phenoxyphenyl)-1H-pyrazole-3-carbonyl)-2,5-diazabicyclo[2.2.1]heptane-2-carbonitrile